C(=O)O.C(#N)C=1C(=NC=C(C1C1=CC(=C(C=C1)C#N)F)C1=CC(=C(C=C1)C#N)O)N1CCC(CC1)NCC1=CC=C(C=C1)/C=C/C(=O)NO (E)-3-(4-(((1-(3-Cyano-4-(4-cyano-3-fluorophenyl)-5-(4-cyano-3-hydroxyphenyl)pyridin-2-yl)piperidin-4-yl)amino)methyl)phenyl)-N-hydroxyacrylamide formate